C(CC(=O)C)(=O)O.C(CC(=O)C)(=O)O.C(O)C(CC)(CO)CO 1,1,1-trimethylolpropane diacetoacetate